N-tert-butyl-4-[(4,6-dichloro-1,3,5-triazin-2-yl)amino]benzamide C(C)(C)(C)NC(C1=CC=C(C=C1)NC1=NC(=NC(=N1)Cl)Cl)=O